N-(2-Tert-butyl-1,3-oxazol-5-yl)-5-methyl-4-[2-methyl-8-(morpholin-4-yl)-[1,2,4]triazolo[1,5-a]pyridin-6-yl]pyridine-2-carboxamide C(C)(C)(C)C=1OC(=CN1)NC(=O)C1=NC=C(C(=C1)C=1C=C(C=2N(C1)N=C(N2)C)N2CCOCC2)C